FC(CN1C(=NC2=C1C=C(C=C2F)C2=CNC=1N=C(N=CC12)NC1CCC(CC1)OCCO)C)F 2-(((1r,4r)-4-((5-(1-(2,2-difluoroethyl)-4-fluoro-2-methyl-1H-benzo[d]imidazol-6-yl)-7H-pyrrolo[2,3-d]pyrimidin-2-yl)amino)cyclohexyl)oxy)ethan-1-ol